OC1=C(C=C(C=C1C(C)(C)CC)C(C)(C)CC)N1N=C2C(=N1)C=CC=C2 [hydroxy-3,5-di-tert-amylphenyl]-2H-benzotriazole